C(C1=CC=CC=C1)OC(=O)N[C@@H](C(=O)OCC1=CC=CC=C1)CNC(C1=CC(=CC(=C1)C1=CN=NN1C)F)=O (R)-benzyl 2-(((benzyloxy)carbonyl)amino)-3-(3-fluoro-5-(1-methyl-1H-1,2,3-triazol-5-yl)benzamido)propanoate